eicosyl-azelaic anhydride C(CCCCCCCCCCCCCCCCCCC)C1C(=O)OC(CCCCCC1)=O